6-(aminomethyl)-2-methylisoindol-1-one NCC1=CC=C2CN(C(C2=C1)=O)C